C(#N)C1(CC1)NS(=O)(=O)C1=CC(=C2C=NN(C2=C1)C=1SC(=NN1)C(F)F)N1CCN(CC1)C(=O)N(C)C1CC1 4-(6-(N-(1-cyanocyclopropyl)sulfamoyl)-1-(5-(difluoromethyl)-1,3,4-thiadiazol-2-yl)-1H-indazol-4-yl)-N-cyclopropyl-N-methylpiperazine-1-carboxamide